N1(N=NC=C1)[C@H]1CCC2=CC(=CC=C12)N1C(=NC=2C1=NC(=CC2)Br)C=2C(=NC=CC2)N (S)-3-(3-(1-(1H-1,2,3-triazol-1-yl)-2,3-dihydro-1H-inden-5-yl)-5-bromo-3H-imidazo[4,5-b]pyridin-2-yl)pyridin-2-amine